methylbis(trimethyl-siloxy)vinylsilane C[SiH2]C=C(O[Si](C)(C)C)O[Si](C)(C)C